CC=1N=CSC1C1=CC=C(C=C1)CN 1-[4-(4-Methyl-1,3-thiazol-5-yl)phenyl]methylamine